P(=O)(OC[N+]1=C(C(=CC=C1)C1=CC(=NO1)CC1=CC=C(C=C1)C(C1=CC=CC=C1)O)N)(O)[O-] (2-amino-3-(3-(4-(hydroxy(phenyl)methyl)benzyl)isoxazol-5-yl)pyridin-1-ium-1-yl)methyl hydrogen phosphate